[F-].C(CC)N(CCC)CCC tri-n-propylamine fluoride